N-[2-acetonyl-5-phenyl-4-(2-phenylethynyl)pyrazol-3-yl]acetamide C(C(=O)C)N1N=C(C(=C1NC(C)=O)C#CC1=CC=CC=C1)C1=CC=CC=C1